CC(C(=O)NCC(=O)O)CCCCCCCCCCCCCCCCCC 2-(N-methyleicosanoylamino)acetic acid